2,4-bistrichloromethyl-6-[2-(5-methylfuran-2-yl)vinyl]-1,3,5-triazine ClC(C1=NC(=NC(=N1)C(Cl)(Cl)Cl)C=CC=1OC(=CC1)C)(Cl)Cl